3-pyrrolidin-3-yl-1,3,4-thiadiazole-2,5-diamine N1CC(CC1)N1C(SC(=N1)N)N